C(#N)CN(C(C1=C(C=C(C=C1)C1=NC(=NC=C1)NC1=CC=C(C=C1)N1C(COCC1([2H])[2H])([2H])[2H])C(C1=CC=C(C=C1)C1=NC(=NC=C1)NC1=CC=C(C=C1)N1C(COCC1([2H])[2H])([2H])[2H])=O)=O)CC#N N-(cyanomethyl)-4-(2-((4-(morpholinyl-3,3,5,5-d4)phenyl)amino)pyrimidin-4-yl)benzoyl(N-(cyanomethyl)-4-(2-((4-(morpholino-3,3,5,5-d4)phenyl)amino)pyrimidin-4-yl)benzamide)